1,4-bis(2-maleimidophenoxy)-2,6-bis(trifluoromethyl)benzene C1(C=CC(N1C1=C(OC2=C(C=C(C=C2C(F)(F)F)OC2=C(C=CC=C2)N2C(C=CC2=O)=O)C(F)(F)F)C=CC=C1)=O)=O